N-(5-(5-(difluoromethyl)-1,2,4-oxadiazol-3-yl)-2,3-dihydro-1H-inden-1-yl)-2-methylnicotinamide FC(C1=NC(=NO1)C=1C=C2CCC(C2=CC1)NC(C1=C(N=CC=C1)C)=O)F